(R)-4-(1-(4-bromophenyl)-3-(3-(methylamino)piperidine-1-carbonyl)-1H-pyrazol-5-yl)benzonitrile BrC1=CC=C(C=C1)N1N=C(C=C1C1=CC=C(C#N)C=C1)C(=O)N1C[C@@H](CCC1)NC